F[C@]1(C=2C=CC=NC2[C@@H](CC1)O)C(=O)NCC1=C(C(=CC=C1Cl)Cl)Cl (5R,8R)-5-fluoro-8-hydroxy-N-(2,3,6-trichlorobenzyl)-5,6,7,8-tetrahydroquinoline-5-carboxamide